C(C=C)(=O)NCC1N(C2=CC=CC=C2N(C1)C1=CC=C(C=C1)C(F)(F)F)CCC(=O)O 3-(2-(acrylamidomethyl)-4-(4-(trifluoromethyl)phenyl)-3,4-dihydroquinoxalin-1(2H)-yl)propanoic acid